N-(1-(7-(benzyloxy)benzofuran-5-yl)-3-methylbutan-2-yl)carboxamide C(C1=CC=CC=C1)OC1=CC(=CC=2C=COC21)CC(C(C)C)NC=O